3-cyano-4-{4-[(1R)-1-{[5-(2,4-difluorophenoxy)pyrazin-2-yl]carbamoyl}ethyl]-2,2-dimethylpiperazine-1-carbonyl}pyridin-1-ium-1-olate C(#N)C=1C=[N+](C=CC1C(=O)N1C(CN(CC1)[C@H](C)C(NC1=NC=C(N=C1)OC1=C(C=C(C=C1)F)F)=O)(C)C)[O-]